(1R,3S,5R)-2-(2-(4-amino-6-(trifluoromethyl)-9H-pyrimido[4,5-b]indol-9-yl)acetyl)-N-(6-bromo-3-methylpyridin-2-yl)-5-methyl-2-azabicyclo[3.1.0]hexane-3-carboxamide NC1=NC=NC=2N(C3=CC=C(C=C3C21)C(F)(F)F)CC(=O)N2[C@@H]1C[C@@]1(C[C@H]2C(=O)NC2=NC(=CC=C2C)Br)C